FC=1C=CC2=C(N=S(C2)(C)=O)C1C=C 6-fluoro-2-methyl-7-vinyl-3H-2λ4-benzo[c]isothiazole-2-oxide